2-(5-Fluoro-2-pyridyl)-6,6-dimethyl-3-(1H-pyrrolo[3,2-b]pyridin-7-yl)-4,7-dihydropyrazolo[5,1-c][1,4]oxazine FC=1C=CC(=NC1)C1=NN2C(COC(C2)(C)C)=C1C1=C2C(=NC=C1)C=CN2